N-(4-(5-(3-(3-chlorophenoxy)propyl)-2,3,4,5-tetrahydro-1H-benzo[b][1,4]diazepine-1-Carbonyl)phenyl)-[1,1'-biphenyl]-2-carboxamide ClC=1C=C(OCCCN2C3=C(N(CCC2)C(=O)C2=CC=C(C=C2)NC(=O)C=2C(=CC=CC2)C2=CC=CC=C2)C=CC=C3)C=CC1